2,2',6-tris(Trifluoromethyl)benzidine FC(C1=C(C(=CC(=C1)N)C(F)(F)F)C1=C(C=C(N)C=C1)C(F)(F)F)(F)F